8-methyl-5,6,7,8-tetrahydro-1,7-naphthyridine CC1NCCC=2C=CC=NC12